NC=1N=C(SC1C(=O)C1=CC(=NO1)CNC1CCCC1)N(C1=CC=C(C=C1)F)C(C(=O)N)C (N-[4-Amino-5-[3-[(cyclopentylamino)methyl]isoxazol-5-carbonyl]thiazol-2-yl]-4-fluoroanilino)propanamid